(2S)-2-[4-(trifluoromethyl)phenyl]hexahydropyridine FC(C1=CC=C(C=C1)[C@H]1NCCCC1)(F)F